1,6,7-tribromoperylene BrC1=CC=C2C=CC(=C3C4=C(C=CC5=CC=CC(C1=C23)=C45)Br)Br